(6-Amino-2-cyclobutoxy-3-(1-methyl-1H-pyrazol-4-yl)pyridin-4-yl)(morpholino)methanone NC1=CC(=C(C(=N1)OC1CCC1)C=1C=NN(C1)C)C(=O)N1CCOCC1